benzyl (2S,3R)-3-(benzyloxy)-2-(hydroxymethyl)pyrrolidine-1-carboxylate C(C1=CC=CC=C1)O[C@H]1[C@@H](N(CC1)C(=O)OCC1=CC=CC=C1)CO